FC1=CC=C(C=C1)C(=O)C1=CNC=2N=C(N=C(C21)NC=2C=NC(=CC2)CO)NC2=CC=C(C=C2)N2CCN(CC2)C (4-fluorophenyl)(4-((6-(hydroxymethyl)pyridin-3-yl)amino)-2-((4-(4-methylpiperazin-1-yl)phenyl)amino)-7H-pyrrolo[2,3-d]pyrimidin-5-yl)methanone